C1(CCCCC1)[C@@H](C)NC1=CC=CC(=N1)S(=O)(=O)NC(=O)C=1C(=NC=CC1)N1C(CC(C1)C)(C)C N-[[6-[[(1R)-1-Cyclohexylethyl]amino]-2-pyridyl]sulfonyl]-2-(2,2,4-trimethylpyrrolidin-1-yl)pyridin-3-carboxamid